N,N-dimethyl-2-((6-(((1s,4s)-4-((7-morpholino-1,6-naphthyridin-5-yl)oxy)cyclohexyl)amino)pyridazin-3-yl)oxy)acetamide CN(C(COC=1N=NC(=CC1)NC1CCC(CC1)OC1=C2C=CC=NC2=CC(=N1)N1CCOCC1)=O)C